(5-((4-(3,4-dichlorobenzyl)piperidin-1-yl)methyl)-4H-1,2,4-triazol-3-yl)-6-methoxy-1H-indole ClC=1C=C(CC2CCN(CC2)CC=2NC(=NN2)N2C=CC3=CC=C(C=C23)OC)C=CC1Cl